4'-(3-(hydroxymethyl)oxetan-3-yl)-5-(4-(4-(trifluoromethyl)phenyl)-1H-1,2,3-triazol-1-yl)-[1,1'-biphenyl]-3-carboxylic acid methyl ester COC(=O)C=1C=C(C=C(C1)N1N=NC(=C1)C1=CC=C(C=C1)C(F)(F)F)C1=CC=C(C=C1)C1(COC1)CO